2-bromo-N-(5-(((tert-butyldimethylsilyl)oxy)methyl)-6-fluoro-1H-indol-7-yl)propionamide BrC(C(=O)NC=1C(=C(C=C2C=CNC12)CO[Si](C)(C)C(C)(C)C)F)C